N-methyl-4-methoxyBenzylamine CNCC1=CC=C(C=C1)OC